3-[2-cyclopropyl-4-[5-methyl-3-(2-methyl-4-pyridyl)-1H-pyrazol-4-yl]phenyl]benzenesulfonamide C1(CC1)C1=C(C=CC(=C1)C=1C(=NNC1C)C1=CC(=NC=C1)C)C=1C=C(C=CC1)S(=O)(=O)N